COC1=CC=C(CN(C2=NC(=CC(=N2)C)[Sn](CCCC)(CCCC)CCCC)CC2=CC=C(C=C2)OC)C=C1 N,N-Bis(4-methoxybenzyl)-4-methyl-6-(tributylstannyl)pyrimidin-2-amine